1-(2-methyl-1-propenyl)-3,4-dimethyl-1,4,4a,9a-tetrahydroanthraquinone CC(=CC1C=C(C(C2C(C3=CC=CC=C3C(C12)=O)=O)C)C)C